C(#N)C=1C(=NC=CC1)SCC(C1=CC=CC=C1)C(C#N)C#N 2-[2-[(3-cyano-2-pyridinyl)sulfanyl]-1-phenyl-ethyl]malononitrile